O1C(=CC=C1)C(=O)SCCNC(CCNC([C@@H](C(COP(OP(OC[C@@H]1[C@H]([C@H]([C@@H](O1)N1C=NC=2C(N)=NC=NC12)O)OP(=O)(O)O)(=O)O)(=O)O)(C)C)O)=O)=O 2-Furoyl-CoA